Cl.CN1N=CC(=C1)C1=NC(=CC(=N1)N1CCNCC1)C1=CC=C(C=C1)C(F)(F)F (1-methyl-1H-pyrazol-4-yl)-4-(piperazin-1-yl)-6-(4-(trifluoromethyl)phenyl)pyrimidine hydrochloride